2-amino-5-bromo-1-(5-((tert-butoxycarbonyl)amino)pentyl)-1H-benzo[d]imidazole-7-carboxylate NC1=NC2=C(N1CCCCCNC(=O)OC(C)(C)C)C(=CC(=C2)Br)C(=O)[O-]